C(C)N1N=CC(=C1)C=1C=C(C=CC1)[C@H](C)N1C(N=CC=C1C=1C=CC2=C(C(=CO2)C)C1)C N-[(1S)-1-[3-(1-ethyl-1H-pyrazol-4-yl)phenyl]ethyl]-2-methyl-6-(3-methyl-1-benzofuran-5-yl)pyrimidin